C(C)(C)(C)N(C(=O)OC1(CC1)C=1OC=CC1)C1=NC=CC2=C(C=CC=C12)NCC=1C=NN(C1)CCC1CCN(CC1)C 1-(furan-2-yl)cyclopropane-1-ol Tert-butyl-(5-(((1-(2-(1-methylpiperidin-4-yl)ethyl)-1H-pyrazol-4-yl)methyl)amino)isoquinolin-1-yl)carbamate